(3S)-4-amino-N-((1S,2R)-[1,1'-bi(cyclopropyl)]-2-yl)-3-methyl-N-((5-(trifluoromethyl)-2-pyridinyl)methyl)-1,3-dihydrofuro[3,4-c]quinoline-8-carboxamide NC1=NC=2C=CC(=CC2C2=C1[C@@H](OC2)C)C(=O)N(CC2=NC=C(C=C2)C(F)(F)F)[C@H]2[C@@H](C2)C2CC2